propylene glycol mono-t-Butyl ether C(C)(C)(C)OCC(C)O